N-methyl-5-(4-((6-methyl-5-oxo-4,5-dihydropyrrolo[1,2-a]thieno[2,3-e]pyrazin-2-yl)methyl)piperazin-1-yl)pyridine CN1CC=CC(=C1)N1CCN(CC1)CC1=CC2=C(NC(C=3N2C=CC3C)=O)S1